ICCCCCCCC#C 9-iodonon-1-yne